ethyl 3-benzyl-8-((4-(4-cyano-2-methylphenyl)piperazin-1-yl)sulfonyl)-3,8-diazabicyclo[3.2.1]octane-1-carboxylate C(C1=CC=CC=C1)N1CC2(CCC(C1)N2S(=O)(=O)N2CCN(CC2)C2=C(C=C(C=C2)C#N)C)C(=O)OCC